CCCCCCCCCCCCCCCC(=O)N[C@@H](CSCC(COC(=O)CCCCCCCCCCCCCCC)OC(=O)CCCCCCCCCCCCCCC)C(=O)N[C@@H](CO)C(=O)N[C@@H](CO)C(=O)O tripalmitoyl-S-glyceryl-cysteinyl-seryl-serine